Tert-butyl 7-chloro-3,4-dihydro-2,6-naphthyridine-2(1H)-carboxylate ClC1=NC=C2CCN(CC2=C1)C(=O)OC(C)(C)C